N-(1,1-dimethylpyrrolidin-1-ium-3-yl)piperidine-4-carboxamide C[N+]1(CC(CC1)NC(=O)C1CCNCC1)C